FCCCN1C[C@H](N(CC1)C1=C(N=C(S1)C1=NNC(=C1C(C)C)C=1C=C(C=2N(C1)N=CN2)OC)C)C (R)-5-(4-(3-fluoropropyl)-2-methylpiperazin-1-yl)-2-(4-isopropyl-5-(8-methoxy-[1,2,4]triazolo[1,5-a]pyridin-6-yl)-1H-pyrazol-3-yl)-4-methylthiazole